3-chloro-5-((1-((5-hydroxypyrazin-2-yl)methyl)-6-oxo-4-(trifluoromethyl)-1,6-dihydropyrimidin-5-yl)oxy)benzonitrile ClC=1C=C(C#N)C=C(C1)OC1=C(N=CN(C1=O)CC1=NC=C(N=C1)O)C(F)(F)F